(S)-(+)-quinuclidinol N12[C@H](CC(CC1)CC2)O